N-[(6-Amino-2-pyridyl)sulfonyl]-6-[6-(isopropylamino)-5-methyl-3-pyridyl]-2-[(4S)-2,2,4-trimethylpyrrolidin-1-yl]pyridin-3-carboxamid NC1=CC=CC(=N1)S(=O)(=O)NC(=O)C=1C(=NC(=CC1)C=1C=NC(=C(C1)C)NC(C)C)N1C(C[C@@H](C1)C)(C)C